FC1=C(C(=CC(=C1)OC)F)C1=C(C(N(N1C)C1=NC(=CC=C1F)N1CC(C1)(C)O)=O)NC(C1=CC=C(C=C1)OC(F)F)=O N-[5-(2,6-difluoro-4-methoxyphenyl)-2-[3-fluoro-6-(3-hydroxy-3-methylazetidin-1-yl)pyridin-2-yl]-1-methyl-3-oxo-2,3-dihydro-1H-pyrazol-4-yl]-4-(difluoromethoxy)benzamide